1-cyclopropylsulfonyl-5-ethylsulfonyl-3-methyl-6-[3-methyl-6-(trifluoromethyl)imidazo[4,5-b]pyridin-2-yl]benzimidazol-2-one C1(CC1)S(=O)(=O)N1C(N(C2=C1C=C(C(=C2)S(=O)(=O)CC)C2=NC=1C(=NC=C(C1)C(F)(F)F)N2C)C)=O